ethoxyisopropoxytertiary butyl-cyclohexyl-oxysilane quinuclidin-4-ylmethyl-(S)-1-(4-((4-(2-(prop-2-yn-1-yloxy)ethoxy)benzyl)oxy)phenyl)-3,4-dihydroisoquinoline-2(1H)-carboxylate N12CCC(CC1)(CC2)COC(=O)N2[C@H](C1=CC=CC=C1CC2)C2=CC=C(C=C2)OCC2=CC=C(C=C2)OCCOCC#C.C(C)O[Si](OC2CCCCC2)(C(C)(C)C)OC(C)C